2-hydrazino-7-nitro-3-((2-(trimethylsilyl)ethoxy)methyl)-quinazolin N(N)C1N=C2C=C(C=CC2=CN1COCC[Si](C)(C)C)[N+](=O)[O-]